N,N-diheptyl-2-benzothiazolyl-sulfenamide C(CCCCCC)N(SC=1SC2=C(N1)C=CC=C2)CCCCCCC